ClC=1C=C(C(=NC1)N1C([C@@H](N(C(C1)=O)CC1=CC(=C(C=C1)C(F)(F)F)F)C1COC1)=O)F (S)-1-(5-chloro-3-fluoro-pyridin-2-yl)-4-(3-fluoro-4-(trifluoromethyl)benzyl)-3-(oxetan-3-yl)piperazine-2,5-dione